C(C)N1C=CC(C2=CC(=C(N=C12)N1CCNCC1)F)=O 1-ethyl-6-fluoro-7-piperazin-1-yl-[1,8]Naphthyridine-4(1H)-one